N1N=CC2=CC=C(C=C12)NC1=NC(=NC=C1C(=O)N)NC=1C=C2CCNCC2=CC1 4-((1H-indazol-6-yl)amino)-2-((1,2,3,4-tetrahydroisoquinolin-6-yl)amino)pyrimidine-5-carboxamide